4-((4-(chloromethyl)-2-(ethylsulfonyl)phenoxy)methyl)-1-(methylsulfonyl)piperidine ClCC1=CC(=C(OCC2CCN(CC2)S(=O)(=O)C)C=C1)S(=O)(=O)CC